COC1=CC=C(C=C1)C1CC(=NN1C(CC)=O)C1=C(C2=C(NC1=O)SC=C2)C 5-(5-(4-Methoxyphenyl)-1-propionyl-4,5-dihydro-1H-pyrazol-3-yl)-4-methylthieno-[2,3-b]pyridin-6(7H)-one